2-(4-(2-(3,4-dimethoxyphenyl)-3-isopropyl-1H-indol-5-yl)piperidin-1-yl)-N-methylethylamine COC=1C=C(C=CC1OC)C=1NC2=CC=C(C=C2C1C(C)C)C1CCN(CC1)CCNC